bromo-1-methyl-1H-pyrazole-3-carboxylic acid BrC=1C(=NN(C1)C)C(=O)O